N12C(CCC(CCC1)CCC2)[Sn](Cl)(Cl)Cl 1-aza-bicyclo[3.3.3]undecyltin chloride